FC1=C(C=NN=C2SC(C(N2)=O)CC(=O)Cl)C=CC=C1 2-(2-((2-fluorobenzylidene)hydrazineylidene)-4-oxothiazolidin-5-yl)acetyl chloride